(5S,6S)-5-hydroxy-6-((S)-5H-imidazo[5,1-a]isoindol-5-yl)-5,6,7,8-tetrahydronaphthalene-2-sulfonamide O[C@@H]1C=2C=CC(=CC2CC[C@H]1[C@@H]1N2C(C3=CC=CC=C13)=CN=C2)S(=O)(=O)N